7-pyran-3,4,5-triyl triacetate hydrochloride salt Cl.C(C)(=O)OC=1COC=C(C1OC(C)=O)OC(C)=O